C1N(CC12NCCNC2)C(=O)[O-] 2,5,8-triazaspiro[3.5]nonane-2-carboxylate